3-(1-(3-(benzo[b]thiophen-6-yl) benzoyl) piperidin-3-yl)-2-methylpropionate S1C2=C(C=C1)C=CC(=C2)C=2C=C(C(=O)N1CC(CCC1)CC(C(=O)[O-])C)C=CC2